C(=O)[O-].O[C@H]1[C@H](O[C@@]2(CCCO2)[C@@H]([C@@H]1N1N=NC(=C1)C1=CC(=C(C(=C1)F)F)F)[N+]1=CC=CC=C1)CO (5s,7r,8r,9s,10r)-8-hydroxy-7-(hydroxymethyl)-9-(4-(3,4,5-trifluorophenyl)-1H-1,2,3-triazol-1-yl)-1,6-dioxaspiro[4.5]dec-10-ylpyridinium formate